Boc-L-leucine hydrate O.C(=O)(OC(C)(C)C)N[C@@H](CC(C)C)C(=O)O